4'-bromospiro[1,3-dioxolane-2,6'-5,7,8,9-tetrahydrocarbazole]-1'-carboxylic acid BrC1=CC=C(C=2NC=3CCC4(CC3C12)OCCO4)C(=O)O